p-dimethylaminopiperidine CN(C1CCNCC1)C